N(=C=O)C1=C(C=C(C=C1)C1=CC(=C(C=C1)N=C=O)Cl)Cl 4,4'-diisocyanato-3,3'-dichlorobiphenyl